FC(C(=O)O)(F)F.NC=1C=C(C=C(C1)Cl)NC1C(NC(CC1)=O)=O 3-((3-amino-5-chlorophenyl)amino)piperidine-2,6-dione trifluoroacetate salt